3,7,11,15-tetramethyl-1,2,3-hexadecanetricarboxylic acid CC(C(CC(=O)O)C(=O)O)(CCCC(CCCC(CCCC(C)C)C)C)C(=O)O